C(CCCCCCC)N1C(CCC1)=O N-Octylpyrrolidon